BrC=1C(=NN(C1)C=1C=C(C=CC1)NC(C=C)=O)OC N-(3-(4-bromo-3-methoxy-1H-pyrazol-1-yl)phenyl)acrylamide